2,4-dichloro-3-((1,4-dimethyl-6-(trifluoromethyl)-1H-indol-2-yl)methylphenoxy)propanoic acid ClC(C(=O)O)COC1=C(C=C(C=C1)Cl)CC=1N(C2=CC(=CC(=C2C1)C)C(F)(F)F)C